N7-methyl-N2-[4-(4-methylpiperazin-1-yl)phenyl]-5-[2-(triisopropylsilyl)ethynyl]pyrido[2,3-d]pyrimidine-2,7-diamine CNC=1C=C(C2=C(N=C(N=C2)NC2=CC=C(C=C2)N2CCN(CC2)C)N1)C#C[Si](C(C)C)(C(C)C)C(C)C